6-(iodomethyl)oxacyclohexan-2-one ICC1CCCC(O1)=O